C1(=CC=CC=C1)C1=C(C(=O)P(C2=CC=CC=C2)(C2=CC=CC=C2)=O)C(=CC(=C1)C1=CC=CC=C1)C1=CC=CC=C1 2,4,6-triphenylbenzoyldiphenylphosphine oxide